CN1C(CN(CC1)C([C@@H](C)OC1=CC=C2C(=CC(OC2=C1)=O)C1=C(C=C(C=C1)F)Cl)=O)C(=O)O |r| 1-methyl-4-[rac-(2R)-2-[4-(2-chloro-4-fluoro-phenyl)-2-oxo-chromen-7-yl]oxypropionyl]piperazine-2-carboxylic acid